2,4-dimethyl-5-formyl-1H-pyrrole-3-carboxylic acid CC=1NC(=C(C1C(=O)O)C)C=O